7-(1-methyl-1H-pyrazol-4-yl)-5-(2-(4-(2-(pyridin-2-yl)acetyl)piperazin-1-yl)pyrimidin-5-yl)imidazo[1,2-a]pyridine-3-carbonitrile CN1N=CC(=C1)C1=CC=2N(C(=C1)C=1C=NC(=NC1)N1CCN(CC1)C(CC1=NC=CC=C1)=O)C(=CN2)C#N